8-[(3R,5S)-4-(tert-butoxycarbonyl)-3,5-dimethylpiperazin-1-yl]-2-methoxy-3-methylquinoxaline-5-carboxylic acid C(C)(C)(C)OC(=O)N1[C@@H](CN(C[C@@H]1C)C1=CC=C(C=2N=C(C(=NC12)OC)C)C(=O)O)C